6-chloro-2-(1-(3-chloropyridin-2-yl)-3-((1,1-dioxidothietan-3-yl)oxy)-1H-pyrazol-5-yl)-8-methyl-4H-benzo[d][1,3]oxazin-4-one ClC1=CC2=C(N=C(OC2=O)C2=CC(=NN2C2=NC=CC=C2Cl)OC2CS(C2)(=O)=O)C(=C1)C